C(C)(C)C1=CC=C(C=C1)C(CC1=CC=C(C=C1)C(C)C)O (-)-1,2-Bis(4-isopropylphenyl)ethan-1-ol